acryloyl-sarcosinamide C(C=C)(=O)N(C)CC(=O)N